BrC1=CC2=C(N=CN=C2N2CC(CC2)O)S1 1-(6-bromothieno[2,3-d]pyrimidin-4-yl)pyrrolidin-3-ol